CN(C)C=C1C(C[C@@](C1=O)(C1=NNC=C1)C)(C(=O)OCC)C(=O)OCC diethyl (R)-2-((dimethylamino)methylene)-4-methyl-3-oxo-4-(1H-pyrazol-3-yl)cyclopentane-1,1-dicarboxylate